C(C1=CC=CC=C1)C1CCC2(CN(C2)C(=O)C2CC(C2)(C)O)CC1 (7-benzyl-2-azaspiro[3.5]non-2-yl)((1s,3s)-3-hydroxy-3-methylcyclobutyl)methanone